triethylammonium tetra(pentafluorophenyl)borate FC1=C(C(=C(C(=C1[B-](C1=C(C(=C(C(=C1F)F)F)F)F)(C1=C(C(=C(C(=C1F)F)F)F)F)C1=C(C(=C(C(=C1F)F)F)F)F)F)F)F)F.C(C)[NH+](CC)CC